3-(2-(Trifluoromethyl)pyridin-4-yl)pyrazolo[1,5-a]pyridin-6-yl trifluoromethanesulfonate FC(S(=O)(=O)OC=1C=CC=2N(C1)N=CC2C2=CC(=NC=C2)C(F)(F)F)(F)F